2,3-dihydrobenzo[d]isothiazole-3-carboxylic acid S1NC(C2=C1C=CC=C2)C(=O)O